2-Amino-3-bromo-N-(2,2-dimethyltetrahydro-2H-pyran-4-yl)-5-methylbenzamide NC1=C(C(=O)NC2CC(OCC2)(C)C)C=C(C=C1Br)C